C(C)C1=CC=CC2=C(C3=CC=CC=C3C=C12)OC(=O)CC(C(=O)O)CCCCCCCCCCCCCCCC 4-ethyl-9-(2-n-hexadecyl-2-carboxyethyl)carbonyloxyanthracene